ethyl 2-chloro-7-fluoroquinazoline-4-carboxylate ClC1=NC2=CC(=CC=C2C(=N1)C(=O)OCC)F